ClC=1C=C(C=CC1)N1CCN(CC1)CC(=O)N1CCN(CC1)CC1=C(C=CC=C1)OC 2-(4-(3-chlorophenyl)piperazin-1-yl)-1-(4-(2-methoxybenzyl)piperazin-1-yl)ethan-1-one